N-[2-chloro-5-[3-cyano-4-[[(1R)-1-(4-fluorophenyl)ethyl]amino]-6-quinolinyl]-3-pyridinyl]methanesulfonamide ClC1=NC=C(C=C1NS(=O)(=O)C)C=1C=C2C(=C(C=NC2=CC1)C#N)N[C@H](C)C1=CC=C(C=C1)F